tert-butyl-6-bromonicotinic acid C(C)(C)(C)C1=C(C(=O)O)C=CC(=N1)Br